4-(1-(1-Acryloylpyrrolidin-3-yl)-5-aminoimidazo[1,5-c]pyrimidin-3-yl)-N-(4-methoxypyridin-2-yl)benzamide C(C=C)(=O)N1CC(CC1)C=1N=C(N2C(=NC=CC21)N)C2=CC=C(C(=O)NC1=NC=CC(=C1)OC)C=C2